C(C)(C)(C)OC(=O)N1[C@@H](CCC1)C=1C=C(C=C2CCNCC12)C=1C=C2C(=NC1)NC=C2C (S)-2-[6-(3-methyl-1H-pyrrolo[2,3-b]pyridin-5-yl)-1,2,3,4-tetrahydroisoquinoline-8-yl]pyrrolidine-1-carboxylic acid tert-butyl ester